(R)-1-(1-acryloylpiperidin-3-yl)-3-(4-(2-fluoro-3-methoxyphenoxy)phenyl)-7-methyl-1H-imidazo[4,5-c]pyridin-2(3H)-one C(C=C)(=O)N1C[C@@H](CCC1)N1C(N(C=2C=NC=C(C21)C)C2=CC=C(C=C2)OC2=C(C(=CC=C2)OC)F)=O